(S)-N-(3-(2-((1,5-dimethyl-1H-pyrazol-3-yl)amino)-5-methylpyrimidin-4-yl)-1H-indol-7-yl)-2-(3-((2-(ethylamino)pyrimidin-4-yl)oxy)pyrrolidin-1-yl)acetamide CN1N=C(C=C1C)NC1=NC=C(C(=N1)C1=CNC2=C(C=CC=C12)NC(CN1C[C@H](CC1)OC1=NC(=NC=C1)NCC)=O)C